4-chloro-5-methyl-benzene-1,2-diamine ClC=1C=C(C(=CC1C)N)N